2-Chloro-5H-pyrido[3,2-b]indole ClC=1C=CC=2NC=3C=CC=CC3C2N1